N1(CCNCC1)N1CCCCC1 piperazinopiperidine